2'-(vinylidenedi-p-phenylene)bis-benzoxazole C(=C)(C1=CC=C(C=C1)C=1OC2=C(N1)C=CC=C2)C2=CC=C(C=C2)C=2OC1=C(N2)C=CC=C1